7-Cyclobutoxy-N-(2-methoxypyridin-3-yl)-2-(1-methyl-2-oxa-bicyclo[2.1.1]hexan-4-yl)imidazo[1,2-a]pyridine-6-carboxamide C1(CCC1)OC1=CC=2N(C=C1C(=O)NC=1C(=NC=CC1)OC)C=C(N2)C21COC(C2)(C1)C